(carboxyphenoxy)palladium C(=O)(O)C1=C(O[Pd])C=CC=C1